CC(C)(C)OO 2-methylpropane-2-peroxol